2-{[(2S,4S)-4-({2-[(4-cyano-2-fluorophenoxy)methyl]pyrimidin-4-yl}oxy)-2-methylpiperidin-1-yl]methyl}-1-{[(3R)-oxolan-3-yl]methyl}-1H-1,3-benzodiazole-6-carboxylic acid C(#N)C1=CC(=C(OCC2=NC=CC(=N2)O[C@@H]2C[C@@H](N(CC2)CC2=NC3=C(N2C[C@@H]2COCC2)C=C(C=C3)C(=O)O)C)C=C1)F